C(C)OC(=O)C1CC=2C(=NC=C(C2)Br)C1 3-bromo-6,7-dihydro-5H-cyclopenta[b]pyridine-6-carboxylic acid ethyl ester